N'-[(tert-butoxy)carbonyl]quinoline-6-carbohydrazide C(C)(C)(C)OC(=O)NNC(=O)C=1C=C2C=CC=NC2=CC1